4,4'-bis[4-(α,α-dimethyl-4-aminobenzyl)phenoxy]benzophenone CC(C1=CC=C(C=C1)N)(C)C1=CC=C(OC2=CC=C(C(=O)C3=CC=C(C=C3)OC3=CC=C(C=C3)C(C3=CC=C(C=C3)N)(C)C)C=C2)C=C1